COC1=C(C=CC(=C1)C)C1=NC2=NC(=CC=C2C=C1)C1CN(CCC1)C 2-(2-methoxy-4-methyl-phenyl)-7-(1-methyl-3-piperidyl)-1,8-naphthyridine